CC(C)(C)C(=O)C(Cl)Cl Dichloropinacol